FC1=C(C=CC=2N(C(N(C21)C)=O)C2C(N(C(CC2)=O)CC2=CC=C(C=C2)OC)=O)C=2CCN(CC2)C(=O)OC(C)(C)C Tert-butyl 4-[4-fluoro-1-[1-[(4-methoxyphenyl)methyl]-2,6-dioxo-3-piperidyl]-3-methyl-2-oxo-benzimidazol-5-yl]-3,6-dihydro-2H-pyridine-1-carboxylate